6-furylcarbazole O1C(=CC=C1)C=1C=C2C=3C=CC=CC3NC2=CC1